(Z)-3-n-butyl-5-chloroisoindoline-1-one oxime C(CCC)C1N\C(\C2=CC=C(C=C12)Cl)=N/O